N[C@@H](CC(=O)OCC)C=1C(=C(C=C(C1F)C)C1=C(C(=C(C=C1C)C1CC1)F)C)F ethyl (3S)-3-amino-3-(4'-cyclopropyl-2,3',4-trifluoro-2',5,6'-trimethyl-[1,1'-biphenyl]-3-yl)propanoate